C1=CC=CC=2C3=CC=CC=C3N(C12)CCC1=NN=C(O1)SCC(=O)NC1=C(C=C(C=C1)C)C 2-((5-(2-(9H-carbazol-9-yl)ethyl)-1,3,4-oxadiazol-2-yl)thio)-N-(2,4-dimethylphenyl)acetamide